C1=NC=CC=2NC=3C=C(C=CC3C21)C=2C=CC(=NC2)OC2CC(C2)O (1r,3r)-3-[(5-[5H-pyrido[4,3-b]indol-7-yl]pyridin-2-yl)oxy]cyclobutan-1-ol